F[C@@H]1CN(C[C@@H]1N(C(C(F)(F)F)=O)CCN1CC(C1)F)C(=O)OC(C)(C)C tert-butyl (3R,4S)-3-fluoro-4-(2,2,2-trifluoro-N-(2-(3-fluoroazetidin-1-yl)ethyl)acetamido)pyrrolidine-1-carboxylate